6-[4-fluoro-3-(trifluoromethyl)phenyl]-1-[(5-methyl-3-pyridinyl)methyl]-3H-imidazo[4,5-b]pyridin-2-one FC1=C(C=C(C=C1)C=1C=C2C(=NC1)NC(N2CC=2C=NC=C(C2)C)=O)C(F)(F)F